sodium diphenyl-bis-α-naphthylamine C1(=CC=CC=C1)C=1C(=C(C2=CC=CC=C2C1)NC1=CC=CC2=CC=CC=C12)C1=CC=CC=C1.[Na]